benzamide oxalate C(C(=O)O)(=O)O.C(C1=CC=CC=C1)(=O)N